FC=1C=CC2=C(NC(=NS2(=O)=O)NCC2=NC=CC=C2F)C1C(C)C1=CC=C(C=C1)F 6-fluoro-5-(1-(4-fluorophenyl)ethyl)-3-(((3-fluoropyridin-2-yl)methyl)amino)-4H-benzo[e][1,2,4]thiadiazine 1,1-dioxide